C(C)(=O)N1C[C@@H](N(CC1)C1=NC(=C(C2=C1C(N1[C@@H](CO2)CN(CC1)C(C=C)=O)=O)Cl)C1=C(C=CC=C1O)F)C (6aR)-1-((S)-4-acetyl-2-methylpiperazin-1-yl)-8-acryloyl-4-chloro-3-(2-fluoro-6-hydroxyphenyl)-6,6a,7,8,9,10-hexahydro-12H-pyrazino[2,1-c]pyrido[3,4-f][1,4]oxazepin-12-one